COC[C@H]1CN(CC(O1)(C)C)C1=CC=CC(=N1)C1=NC2=CC(=NC=C2C=C1)CNC(C1=CN=CC(=C1)S(=O)(=O)C)=O |r| (Racemic)-N-((2-(6-(6-(methoxymethyl)-2,2-dimethylmorpholino)pyridin-2-yl)-1,6-naphthyridin-7-yl)methyl)-5-(methylsulfonyl)nicotinamide